FC=1C=C(C=C(C1F)F)C1=CC2=C(N1C1=CC=C(C=C1)CCCCCCCCCC)C=C(N2C2=CC=C(C=C2)CCCCCCCCCC)C2=CC(=C(C(=C2)F)F)F 2,5-bis(3,4,5-trifluorophenyl)-1,4-bis(4-n-decylphenyl)-1,4-dihydropyrrolo[3,2-b]pyrrole